2-(4-(bromomethyl)benzyl)isoindoline-1,3-dione BrCC1=CC=C(CN2C(C3=CC=CC=C3C2=O)=O)C=C1